N-((1R)-8,9-difluoro-4-hydroxy-6-oxo-1,4,5,6-tetrahydro-2H-pyrano[3,4-c]isoquinolin-1-yl)-5,6-difluoro-N-methyl-1H-indole-2-carboxamide FC=1C(=CC=2C3=C(NC(C2C1)=O)C(OC[C@@H]3N(C(=O)C=3NC1=CC(=C(C=C1C3)F)F)C)O)F